CC1(C2=C(NC=3CC(N(C(C13)=O)C)(C)C)N=CC(=C2)C=C)C2=CC=CC=C2 5,7,8,8-tetramethyl-6-oxo-5-phenyl-3-vinyl-9,10-dihydropyrido[2,3-b][1,6]naphthyridine